(2S,5R)-5-(N-(allyloxy)-2-nitrophenylsulfonamido)-1-(tert-butoxycarbonyl)-3-cyclopropyl-1,2,5,6-tetrahydropyridine-2-carboxylic acid C(C=C)ON(S(=O)(=O)C1=C(C=CC=C1)[N+](=O)[O-])[C@@H]1C=C([C@H](N(C1)C(=O)OC(C)(C)C)C(=O)O)C1CC1